ClC1=C(C(=CC=C1)Cl)N1CCC2=CC=CC=C12 (2,6-dichlorophenyl)-1,3-dihydro-2H-indole